[Si](C)(C)(C(C)(C)C)OC(=C)C1=CC(=NC=C1)N1N=CC(=C1)S(=O)(=O)N(COCC[Si](C)(C)C)C=1C(=CC=C2C=NN(C12)C)OC 1-(4-{1-[(tert-butyldimethylsilyl)oxy]ethenyl}pyridin-2-yl)-N-(6-methoxy-1-methylindazol-7-yl)-N-{[2-(trimethylsilyl)ethoxy]methyl}pyrazole-4-sulfonamide